ClC1=C(C(N(C2=NC(=CC=C12)CC)C=1C(=NC=CC1)C)=O)[N+](=O)[O-] 4-Chloro-7-ethyl-1-(2-methylpyridin-3-yl)-3-nitro-1,8-naphthyridin-2(1H)-one